The molecule is the conjugate base of N(2),N(5)-dibenzoyl-L-ornithine; major species at pH 7.3. It derives from a L-ornithinate. It is a conjugate base of a N(2),N(5)-diacyl-L-ornithine. C1=CC=C(C=C1)C(=O)NCCC[C@@H](C(=O)[O-])NC(=O)C2=CC=CC=C2